butyl ((5-((3-bromo-5-(methylsulfonyl)phenyl)thio)thiophen-2-yl)methyl)carbamate BrC=1C=C(C=C(C1)S(=O)(=O)C)SC1=CC=C(S1)CNC(OCCCC)=O